C1(CC1)C1=CC(=C(C=C1)C=1C(N(C(=NN1)N[C@H]1CN(CCC1)CCO)C)=O)O (R)-6-(4-cyclopropyl-2-hydroxyphenyl)-3-((1-(2-hydroxyethyl)piperidin-3-yl)amino)-4-methyl-1,2,4-triazine-5(4H)-one